tert-butyl 3-(2-hydroxyethyl)-3-{[(R)-2-methylpropane-2-sulfinyl]amino}-2-({[(CIS)-4-phenylcyclohexyl] oxy}methyl)piperidine-1-carboxylate OCCC1(C(N(CCC1)C(=O)OC(C)(C)C)CO[C@@H]1CC[C@@H](CC1)C1=CC=CC=C1)N[S@](=O)C(C)(C)C